Dimethyl 2-(3-bromoprop-2-ynyl)-2-but-2-ynylpropanedioate Dimethyl-2-but-2-ynyl-2-prop-2-ynylpropanedioate COC(C(C(=O)OC)(CC#C)CC#CC)=O.BrC#CCC(C(=O)OC)(C(=O)OC)CC#CC